CN1[C@H]2[C@@](CCC1)(CCC2)COC2=NC1=C(C(=CC=C1C(=N2)N2CC1CCC(C2)N1C(=O)OC(C)(C)C)Br)F tert-butyl 3-(2-{[(4aS,7aR)-1-methyl-octahydro-1H-cyclopenta[b]pyridin-4a-yl]methoxy}-7-bromo-8-fluoroquinazolin-4-yl)-3,8-diazabicyclo[3.2.1]octane-8-carboxylate